C(#N)C1=CC=C(C=C1)[C@@H](CC1=NC(=NC(=N1)N[C@@H](CO)CC(C)C)NS(=O)(=O)C)C N-(4-((R)-2-(4-Cyanophenyl)propyl)-6-(((R)-1-hydroxy-4-methylpentan-2-yl)amino)-1,3,5-triazin-2-yl)methanesulfonamide